FC1(CC(C1)OC1=CC(=NC(=C1)C)CC(=O)NC1=CC=CN=N1)F 6-(2-(4-(3,3-difluorocyclobutoxy)-6-methylpyridin-2-yl)acetamido)pyridazine